2-(2-oxiranylmethoxy)-1-naphthacenenitrile oxide O1C(C1)COC1=C(C2=CC3=CC4=CC=CC=C4C=C3C=C2C=C1)C#[N+][O-]